COC1=NC=NC(=C1C=1N=CC2=C(N1)C(=NN2C)CC2=CC=C(C=C2)C=2N(C=C(N2)C(F)(F)F)C2CN(C2)C)C 5-(4-methoxy-6-methylpyrimidin-5-yl)-1-methyl-3-(4-(1-(1-methylazetidin-3-yl)-4-(trifluoromethyl)-1H-imidazol-2-yl)benzyl)-1H-pyrazolo[4,3-d]pyrimidine